C(C)N1N=C(C=C1)C 1-ethyl-3-methyl-1H-pyrazol